C(C)N(CC)C1=C(C=CC=C1)[N+]#N (diethylamino)benzenediazonium